FC(C1=NC2=CC=CC=C2C=C1)(F)F 2-Trifluoromethylquinoline